N[C@@H](C1=CC(=CS1)C(=N)N)C1=CC=CC=C1 (R)-5-(amino(phenyl)methyl)thiophene-3-carboxamidine